C(=O)C1=CC=C(C=N1)C(=O)N 6-formyl-pyridine-3-carboxamide